β-(3,5-di-t-butyl-4-hydroxyphenyl)propionic acid C(C)(C)(C)C=1C=C(C=C(C1O)C(C)(C)C)CCC(=O)O